N1(CCSCC1)C(CC(=C)C1=CC=CC=C1)C1=C(C=CC=C1)C(CC(=C)C1=CC=CC=C1)N1CCSCC1 bis(1-(N-thiomorpholinyl)-3-phenylbut-3-enyl)benzene